2-(6-bromo-1-oxo-4-propan-2-ylphthalazin-2-yl)-N-[(3R)-1-cyclobutylpiperidin-3-yl]acetamide BrC=1C=C2C(=NN(C(C2=CC1)=O)CC(=O)N[C@H]1CN(CCC1)C1CCC1)C(C)C